BrC=1C=CC=C2C(=CC=NC12)C=1C(=NC=CC1)C(=O)N (8-bromoquinolin-4-yl)picolinamide